OC1=C2C(=NC(=N1)O)NN=C2 4,6-dihydroxypyrazolo[3,4-d]pyrimidine